gamma-hexylacetone CCC(CCC)CC(C)=O